CN1C(N(CC1)C1=CC=C(C(=O)NC2=CC(=CC=C2)C#CC2=NC=CC=C2)C=C1)=O 4-(3-METHYL-2-OXOIMIDAZOLIDIN-1-YL)-N-(3-(PYRIDIN-2-YLETHYNYL)PHENYL)BENZAMIDE